benzyl 2-(3-amino-2-methoxyphenyl)-6,7-dihydrooxazolo[5,4-c]pyridine-5(4H)-carboxylate NC=1C(=C(C=CC1)C=1OC=2CN(CCC2N1)C(=O)OCC1=CC=CC=C1)OC